C1OCC=2C=NC=3C=CC(=CC3C21)C(=O)N 1H-furo[3,4-c]Quinoline-8-carboxamide